O[C@H]1[C@@H]([C@@H]2[C@@H](OC(C2)=O)C1)CO (3aR,4S,5R,6aS)-hexahydro-5-hydroxy-4-(hydroxymethyl)-2H-cyclopenta[b]furan-2-one